cyclohexane-1,1-diyldimethanol diacrylate C(C=C)(=O)O.C(C=C)(=O)O.C1(CCCCC1)(CO)CO